((R)-N-(tert-butoxycarbonyl)-2-(((1R,3R)-3-(2-((tert-butyldiphenylsilyl)oxy)ethyl)cyclohexyl)oxy)-4-methylphenylsulfonimidoyl)-L-prolinate C(C)(C)(C)OC(=O)N=[S@](=O)(C1=C(C=C(C=C1)C)O[C@H]1C[C@H](CCC1)CCO[Si](C1=CC=CC=C1)(C1=CC=CC=C1)C(C)(C)C)N1[C@@H](CCC1)C(=O)[O-]